BrC=1C=C(C=C(C1OC=CC)Br)C(C)(C)C1=CC(=C(C(=C1)Br)OC=CC)Br 2,2-bis[3,5-dibromo-4-propenyloxyphenyl]propane